7-(chloromethyl)-3,8-difluoropyrrolo[1,2-a]quinoxalin-4(5H)-one ClCC=1C=C2NC(C=3N(C2=CC1F)C=CC3F)=O